ethyl 1-[[4-[(hydroxyamino)iminomethyl]phenyl]methyl]-1H-pyrazole-4-carboxylate ONN=CC1=CC=C(C=C1)CN1N=CC(=C1)C(=O)OCC